2,3-difluoro-4-hydroxybenzonitrile FC1=C(C#N)C=CC(=C1F)O